2-CYCLOPROPYL-N-((3R,4S)-7-FLUORO-3-((R)-2-METHYLMORPHOLINO)CHROMAN-4-YL)BENZO[D]OXAZOL-4-AMINE C1(CC1)C=1OC=2C(N1)=C(C=CC2)N[C@@H]2[C@H](COC1=CC(=CC=C21)F)N2C[C@H](OCC2)C